5-bromo-1,3-difluoro-2-benzyloxybenzene BrC=1C=C(C(=C(C1)F)OCC1=CC=CC=C1)F